6-(1-((5-cyclopropyl-1-(methyl-d3)-1H-pyrazol-4-yl)sulfonyl)piperidin-4-yl)-7-methyl-[1,2,4]triazolo[1,5-a]pyridine C1(CC1)C1=C(C=NN1C([2H])([2H])[2H])S(=O)(=O)N1CCC(CC1)C=1C(=CC=2N(C1)N=CN2)C